FC(C1=CC=C(C=N1)OC1CC2(CN(C2)C(=O)OC(C)(C)C)C1)(F)F Tert-Butyl 6-((6-(trifluoromethyl)pyridin-3-yl)oxy)-2-azaspiro[3.3]heptane-2-carboxylate